dibenzoselenophene C1=CC=CC=2[Se]C3=C(C21)C=CC=C3